sorbitol dimaleate C(\C=C/C(=O)O)(=O)O.C(\C=C/C(=O)O)(=O)O.OC[C@H](O)[C@@H](O)[C@H](O)[C@H](O)CO